(4-(4-(3,3-difluoropiperidin-1-yl)-4-oxobutyl)-1-phenyl-1H-imidazol-2-yl)-3-(1-methyl-1H-pyrazol-4-yl)benzamide FC1(CN(CCC1)C(CCCC=1N=C(N(C1)C1=CC=CC=C1)C1=C(C(=O)N)C=CC=C1C=1C=NN(C1)C)=O)F